FC1=CC=2[C@H](N(CCC2S1)C(=O)[O-])C (R)-2-fluoro-4-methyl-4,5,6,7-tetrahydro-thieno[3,2-c]pyridine-5-carboxylate